zinc carbonate C([O-])([O-])=O.[Zn+2]